(trifluoromethyl)tetrahydro-2H-pyran-3,4-diol FC(F)(F)C1OCCC(C1O)O